N1=CC(=CC2=CC=CC=C12)CNCC(=O)O N-(quinolin-3-ylmethyl)glycine